N1CC=CC=C1 Anti-dihydropyridine